dimethyl trans-1,4-cyclohexanedicarboxylate [C@H]1(CC[C@H](CC1)C(=O)OC)C(=O)OC